N,N-dimethyl-anilinium tetrakis(pentafluorophenyl)borate FC1=C(C(=C(C(=C1[B-](C1=C(C(=C(C(=C1F)F)F)F)F)(C1=C(C(=C(C(=C1F)F)F)F)F)C1=C(C(=C(C(=C1F)F)F)F)F)F)F)F)F.C[NH+](C1=CC=CC=C1)C